2-(methylsulfonyloxy)propionic acid-2-propynyl ester C(C#C)OC(C(C)OS(=O)(=O)C)=O